(S)-1-(2-((7-(((1,1,1,3,3,3-hexafluoropropan-2-yl)oxy)carbonyl)-2,7-diazaspiro[3.5]nonan-2-yl)methyl)-5-(trifluoromethyl)phenyl)piperidine-3-carboxylic acid FC(C(C(F)(F)F)OC(=O)N1CCC2(CN(C2)CC2=C(C=C(C=C2)C(F)(F)F)N2C[C@H](CCC2)C(=O)O)CC1)(F)F